N-(5-((4-(1H-indol-3-yl)-7H-pyrrolo[2,3-d]pyrimidin-2-yl)amino)-2-((2-(dimethylamino)ethyl)(methyl)amino)phenyl)acetamide N1C=C(C2=CC=CC=C12)C=1C2=C(N=C(N1)NC=1C=CC(=C(C1)NC(C)=O)N(C)CCN(C)C)NC=C2